tert-butyl 2-[4-[(4S)-1-methyl-4-(oxazol-2-ylmethyl)-4H-isoxazolo[5,4-d][2]benzazepin-6-yl]phenoxy]-5-oxa-8-azaspiro[3.5]nonane-8-carboxylate CC1=NOC=2[C@@H](N=C(C3=C(C21)C=CC=C3)C3=CC=C(OC2CC1(C2)OCCN(C1)C(=O)OC(C)(C)C)C=C3)CC=3OC=CN3